4-(4-bromo-2-oxo-2,3-dihydro-1H-1,3-benzodiazol-1-yl)-N-(4-ethylphenyl)piperidine-1-carboxamide BrC1=CC=CC=2N(C(NC21)=O)C2CCN(CC2)C(=O)NC2=CC=C(C=C2)CC